4-Methoxy-2-((4-(6-((2-methoxy-4-(trifluoromethyl)benzyl)oxy)pyridin-2-yl)piperidin-1-yl)methyl)-1-methyl-1H-benzo[d]imidazole-6-carboxylic acid COC1=CC(=CC=2N(C(=NC21)CN2CCC(CC2)C2=NC(=CC=C2)OCC2=C(C=C(C=C2)C(F)(F)F)OC)C)C(=O)O